O1C(=CC2=C1C=CC=C2)C2=CC=C(C=C2)NC(CC2=CC=C(C=C2)Br)=O N-(4-(benzofuran-2-yl)phenyl)-2-(4-bromophenyl)acetamide